(isopropylamino)-3-(pyrimidin-2-yloxy)propan-2-ol C(C)(C)NCC(COC1=NC=CC=N1)O